COC=1C=C(C=C(C1)OC)/C=C/C=C/C1=CC=C(C=C1)O 4-((1E,3E)-4-(3,5-dimethoxyphenyl)but-1,3-dien-1-yl)phenol